Tri(2-methyl-2-hexyl)citrat CC(C)(CCCC)C(C(C(C(=O)[O-])(C(C)(CCCC)C)C(C)(CCCC)C)(O)C(=O)[O-])C(=O)[O-]